[Br-].C1=NC=CC2=CC=CC=C12 Isoquinoline bromide